C(C)C1=NN(C2=C1C(NCC1(CCOCC1)C2)=O)C[C@H](COC(C2=CC(=CC=C2)C(NC)=O)=O)C 3-(methylcarbamoyl)benzoic acid [(2R)-3-(3-ethyl-4-oxo-spiro[6,8-dihydro-5H-pyrazolo[4,3-c]azepin-7,4'-tetrahydropyran]-1-yl)-2-methyl-propyl] ester